Propane diammonium [NH4+].[NH4+].CCC